1-(4-(3-(2-methyloxazolo[5,4-b]pyridin-6-yl)-1-tosyl-1H-pyrrolo[2,3-b]pyridin-5-yl)benzyl)piperidin-3-ol CC=1OC2=NC=C(C=C2N1)C1=CN(C2=NC=C(C=C21)C2=CC=C(CN1CC(CCC1)O)C=C2)S(=O)(=O)C2=CC=C(C)C=C2